CNC(CCC1=CC=C(C=C1)C=1N=C(SC1)NC(C1=C(C=C(C=C1)C(F)(F)F)NS(=O)(=O)C1=CC=C(C=C1)C)=O)=O N-(4-(4-(3-(methylamino)-3-oxopropyl)phenyl)thiazol-2-yl)-2-((4-methylphenyl)sulfonamido)-4-(trifluoromethyl)benzamide